C(C1=CC=CC=C1)OCNC(CNC(OCC1C2=CC=CC=C2C=2C=CC=CC12)=O)=O (9H-fluoren-9-yl)methyl (2-(((benzyloxy)methyl)amino)-2-oxoethyl)carbamate